2-(4-acetylphenyl)-10-(isopropyl(methyl)amino)-7,7-dimethyl-5,12b-dihydro-1H,7H-chromeno[4,3-c][1,2,4]triazolo[1,2-a]Pyridazine C(C)(=O)C1=CC=C(C=C1)N1CN2N(CC=C3C2C=2C=CC(=CC2OC3(C)C)N(C)C(C)C)C1